COC1=C(C(=CC=C1)OC)C=1C=CC(=NC1)C1(CC(CC1)NC=1N=NC(=CN1)C)N (5-(2,6-Dimethoxyphenyl)pyridin-2-yl)-N3-(6-methyl-1,2,4-triazin-3-yl)cyclopentane-1,3-diamine